CC(=CCC/C(=C/CC/C(=C\\COP(=O)([O-])OP(=O)([O-])[O-])/C)/C)C The molecule is trianion of 2-cis,6-trans-farnesyl diphosphate arising from deprotonation of the diphosphate OH groups; major species at pH 7.3. It is a conjugate base of a 2-cis,6-trans-farnesyl diphosphate.